3-fluoro-4-[1-[3-[2-[(5-methyltetrazol-2-yl)methyl]-4-(trifluoromethyl)phenyl]propanoyl]-azetidin-3-yl]sulfonylbenzenesulfonamide FC=1C=C(C=CC1S(=O)(=O)C1CN(C1)C(CCC1=C(C=C(C=C1)C(F)(F)F)CN1N=C(N=N1)C)=O)S(=O)(=O)N